3-(benzofuran-3-yl)-1-(2,2,2-trifluoroethyl)pyrazolo[4,3-c]pyridine-6-carboxamide O1C=C(C2=C1C=CC=C2)C2=NN(C1=C2C=NC(=C1)C(=O)N)CC(F)(F)F